[Ir+].C(C)C1(C=CC=C1)C1=CC=CCC1 1-ethylcyclopentadienyl-1,3-cyclohexadiene iridium (I)